(S)-N-(1-fluoropropan-2-yl)-8-isopropoxy-7-(1H-pyrazol-4-yl)-[1,2,4]triazolo[1,5-c]pyrimidin-2-amine FC[C@H](C)NC1=NN2C=NC(=C(C2=N1)OC(C)C)C=1C=NNC1